naphtho[1,2-d]thiazol-2-ylamine N1=C(SC2=C1C1=CC=CC=C1C=C2)N